5-Chloro-2-fluoro-4-(pyridin-4-yl)aniline ClC=1C(=CC(=C(N)C1)F)C1=CC=NC=C1